3-(5-(5-phenylpyridin-3-yl)-1H-pyrazol-3-yl)pyrrolidine-1-carbonitrile C1(=CC=CC=C1)C=1C=C(C=NC1)C1=CC(=NN1)C1CN(CC1)C#N